2-(6-chloro-1-cyclobutyl-1H-benzo[d]imidazol-2-yl)-5-hydroxy-N-(isoxazol-4-yl)-1-methyl-6-oxo-1,6-dihydropyrimidine-4-carboxamide ClC=1C=CC2=C(N(C(=N2)C=2N(C(C(=C(N2)C(=O)NC=2C=NOC2)O)=O)C)C2CCC2)C1